Cl.C1=C(C=CC2=CC=CC=C12)C=1CC2C(CNC2)C1 5-(naphthalen-2-yl)-1,2,3,3a,4,6a-hexahydrocyclopenta[c]pyrrole hydrochloride